Ethyl (S)-3-(3-(4-Hydroxy-1-methyl-2-oxo-1,2-dihydropyridin-3-yl)ureido)-3-(6-(trifluoromethoxy)biphenyl-3-yl)propanoat OC1=C(C(N(C=C1)C)=O)NC(N[C@@H](CC(=O)OCC)C=1C=C(C(=CC1)OC(F)(F)F)C1=CC=CC=C1)=O